3-(3-hydroxyphenyl)-4-methyl-2H-benzopyran-6-ol OC=1C=C(C=CC1)C=1COC2=C(C1C)C=C(C=C2)O